FC1=CC=C(C=N1)C=1C=CC=2C3=C(NC2C1)C=CN=C3 7-(6-Fluoropyridin-3-yl)-5H-pyrido[4,3-b]indole